3-(6-methyl-1-(tetrahydro-2H-pyran-2-yl)-1H-indazol-5-yl)pyrrolidine-2,5-dione CC1=C(C=C2C=NN(C2=C1)C1OCCCC1)C1C(NC(C1)=O)=O